OC1CCN(CC1)C1=CC=C(C(=O)OCC)C=C1 1-Ethyl 4-(4-hydroxy-1-piperidyl)benzoate